2-((4-(Cyclopropylethynyl)-6-fluoro-2-oxo-4-(trifluoromethyl)-1,2,3,4-tetrahydroquinazolin-7-yl)methyl)-5-(2-hydroxyethoxy)isonicotinonitrile C1(CC1)C#CC1(NC(NC2=CC(=C(C=C12)F)CC=1C=C(C#N)C(=CN1)OCCO)=O)C(F)(F)F